C(C)(C)C(C(=O)OCCC)C(C(=O)OCCC)C(C)C di-n-propyl 2,3-diisopropylsuccinate